Ethyl 5-(N-(5-chloro-6-fluoro-2,3-dihydro-1H-inden-2-yl)sulfamoyl)-2-methyl-1H-pyrrole-3-carboxylate ClC=1C=C2CC(CC2=CC1F)NS(=O)(=O)C1=CC(=C(N1)C)C(=O)OCC